N,N-diisooctylaminoacetic acid C(CCCCC(C)C)N(CCCCCC(C)C)CC(=O)O